C(#N)C=1C=C(C=CC1F)NC(=O)N1CC=2C(=NN3C2C=2C(CC(C3)CO)=CON2)CC1 N-(3-Cyano-4-fluorophenyl)-5-(hydroxymethyl)-5,6,9,10-tetrahydro-4H-isoxazolo[3,4-c]pyrido[4',3':3,4]pyrazolo[1,5-a]azepine-11(12H)-carboxamide